CC1=CC=C2C(CC=NC2=C1)=O 7-methylquinolin-4-one